sodium nickel copper iron manganese [Mn].[Fe].[Cu].[Ni].[Na]